C(=O)O.N12CCCCCC2=NCCC1 1,8-diazabicyclo[5.4.0]undec-7-ene formic acid salt